2-(3-hydroxyphenyl)-6-(benzenesulfonyl)imidazo[4,5-d]pyrrole OC=1C=C(C=CC1)C=1N=C2C(=C(C=N2)S(=O)(=O)C2=CC=CC=C2)N1